C=1N=CN2C1C1=CC=CC=C1C2C2CCC1=CN(N=C1C2O)C 6-(5H-imidazo[5,1-a]isoindol-5-yl)-2-methyl-4,5,6,7-tetrahydro-2H-indazol-7-ol